4-((2-((1H-benzo[d][1,2,3]triazol-5-yl)methyl)-3-oxoisoindolin-1-yl)methyl)pyridine-3,5-dicarbonitrile N1N=NC2=C1C=CC(=C2)CN2C(C1=CC=CC=C1C2=O)CC2=C(C=NC=C2C#N)C#N